C1(CC1)N1C=NC2=C1C=C(C(=C2)C#C[Si](C)(C)C)F 1-cyclopropyl-6-fluoro-5-[2-(trimethylsilyl)ethynyl]1,3-Benzodiazole